2-(4-(1-methylpiperidin-4-yl)phenyl)-2-oxoacetamide CN1CCC(CC1)C1=CC=C(C=C1)C(C(=O)N)=O